SC(CCCCCCCCCC)OC(CCCCCCCCCC)S 1-mercaptoundecyl ether